1-[2-(4-fluoro-2-methoxy-5-nitro-phenylamino)-pyrimidin-4-yl]-1H-indole-3-carboxamide FC1=CC(=C(C=C1[N+](=O)[O-])NC1=NC=CC(=N1)N1C=C(C2=CC=CC=C12)C(=O)N)OC